FC1=CC=C(C=2N=CSC21)C2CC(C2)O 3-(7-Fluorobenzo[d]thiazol-4-yl)cyclobutan-1-ol